FC(C1=NC(=NO1)C1=CC=C(C=C1)CN1OCCC1=O)(F)F 2-[[4-[5-(trifluoromethyl)-1,2,4-oxadiazol-3-yl]phenyl]methyl]isoxazolin-3-one